N-(4-indolyl)thiazole N1C=CC2=C(C=CC=C12)N1CSC=C1